BrC=1C=NN(C1\C=C\[N+](=O)[O-])C 4-bromo-1-methyl-5-[(E)-2-nitrovinyl]pyrazole